N-methyl-4-morpholino-2-((5-(thiophen-2-yl)-1H-pyrazol-3-yl)amino)furo[3,2-d]pyrimidine-6-carboxamide CNC(=O)C1=CC=2N=C(N=C(C2O1)N1CCOCC1)NC1=NNC(=C1)C=1SC=CC1